8-((2-hydroxyethyl)carbamoyl)-4,5-dinitro-1-naphthoic acid OCCNC(=O)C=1C=CC(=C2C(=CC=C(C12)C(=O)O)[N+](=O)[O-])[N+](=O)[O-]